6-Amino-3-(3,3-difluorocyclobutyl)-7-(3-methoxy-2,6-dimethylphenyl)-3H-imidazo[4,5-b]pyridine-5-carbonitrile NC=1C(=C2C(=NC1C#N)N(C=N2)C2CC(C2)(F)F)C2=C(C(=CC=C2C)OC)C